1,4,8,11-tetrathiacyclotetradecane S1CCSCCCSCCSCCC1